C(#N)C[C@@H]1N(CCN(C1)C=1C2=C(N=C(N1)OC[C@H]1N(CCC1)C)CN(CC2)C2=CC=CC1=CC=C(C=C21)F)C(=O)OCC2=CC=CC=C2 benzyl (2S)-2-(cyanomethyl)-4-[7-(7-fluoro-1-naphthyl)-2-[[(2S)-1-methylpyrrolidin-2-yl]methoxy]-6,8-dihydro-5H-pyrido[3,4-d]pyrimidin-4-yl]piperazine-1-carboxylate